C1(=CC=CC=C1)C(C(C)(C)O)=O 1-phenyl-2-Hydroxy-2-methylpropane-1-one